BrC1=CC=CC=2C(CCSC21)=O 8-Bromo-2,3-dihydro-1-benzothiopyran-4-one